ClC1=CC(=CC=2C=C(OC21)CNC(OC(C)(C)C)=O)C2=CC=C(C=C2)C(=O)N2CCN(CC2)C tert-Butyl (7-chloro-5-(4-(4-methylpiperazine-1-carbonyl)phenyl)benzofuran-2-yl)methylcarbamate